7-bromo-6-fluoro-3-methylbenzo[d]Azol-2(3H)-one BrC1=C(C=CC=2C(C(NC21)=O)C)F